1-(Chloromethyl)-3-(tri-fluoromethyl)benzene ClCC1=CC(=CC=C1)C(F)(F)F